C(C)(C)(C)OC(=O)N[C@@H](C(=O)N[C@@H](CC1=CNC=N1)C(=O)OC)CCC1=CC=CC=C1 methyl ((R)-2-((tert-butoxycarbonyl)amino)-4-phenylbutanoyl)-L-histidinate